{(1R,2S,4R)-4-{[5-({4-[(2R)-2-(cyclohex-1-en-1-yl)tetrahydrofuran-2-yl]-2-thienyl}carbonyl)pyrimidin-4-yl]amino}-2-hydroxycyclopentyl}methyl sulfamate S(N)(OC[C@@H]1[C@H](C[C@@H](C1)NC1=NC=NC=C1C(=O)C=1SC=C(C1)[C@]1(OCCC1)C1=CCCCC1)O)(=O)=O